N-(2,6-dichloro-8-methyl-9H-purin-9-yl)-1-(m-tolyl)methanimine ClC1=NC(=C2N=C(N(C2=N1)N=CC=1C=C(C=CC1)C)C)Cl